1-ethylhydrazine-1-carboxylic acid tert-butyl ester C(C)(C)(C)OC(=O)N(N)CC